2-((3-(4-chlorophenethyl)-1,2,4-oxadiazol-5-yl)methyl)-4-methyl-5-(1H-pyrazol-4-yl)pyridazin-3(2H)-one ClC1=CC=C(CCC2=NOC(=N2)CN2N=CC(=C(C2=O)C)C=2C=NNC2)C=C1